4-vinylcyclohexadiene C(=C)C1=CC=CCC1